Methyl 5,6-difluoro-2-((pyrazolo[1,5-a]pyrimidine-3-carboxamido)methyl)benzofuran-7-carboxylate FC=1C(=C(C2=C(C=C(O2)CNC(=O)C=2C=NN3C2N=CC=C3)C1)C(=O)OC)F